O=C1NC(CCC1NC1=C(C=C(C=C1)N1CCC(CC1)CN1CCC2(CC(C2)NC(C2=CC(=CC=C2)OC)=O)CC1)F)=O N-(7-((1-(4-((2,6-dioxopiperidin-3-yl)amino)-3-fluorophenyl)piperidin-4-yl)methyl)-7-azaspiro[3.5]nonan-2-yl)-3-methoxybenzamide